CN1N=NN=C1COC=1C=C(C=2CC(CC2C1)CNCCC1CN(C(O1)=O)C1=NC2=C(OCC(N2)=O)N=C1)C#N 6-[(1-Methyltetrazol-5-yl)methoxy]-2-[[2-[2-oxo-3-(3-oxo-4H-pyrazino[2,3-b][1,4]oxazin-6-yl)-1,3-oxazolidin-5-yl]ethylamino]methyl]-2,3-dihydro-1H-indene-4-carbonitrile